2-[2-(diethylamino)ethoxy]ethyl 1-phenylcyclopentanecarboxylate C1(=CC=CC=C1)C1(CCCC1)C(=O)OCCOCCN(CC)CC